Chloro-2H-benzo[b][1,4]oxazin ClC1C=NC2=C(O1)C=CC=C2